C1(=CC=C(C=C1)C1=NNC=N1)C1=NNC=N1 3,3'-(1,4-phenylene)bis(1,2,4-triazole)